14-eicosapentaenoic acid CCCCC/C=C/CC/C=C/C=C/C=C/C=C/CCC(=O)O